FC=1C=CC2=C(C(=C(O2)[C@H](C(C)C)NC(NC=2C=NC(=NC2)N2C(NCC2)=O)=O)C)C1 3-[(1S)-1-(5-fluoro-3-methyl-1-benzofuran-2-yl)-2-methylpropyl]-1-[2-(2-oxoimidazolidin-1-yl)pyrimidin-5-yl]urea